(+/-)-4-[3-(6-chloro-1,3-benzodioxol-5-yl)-1,4-oxazepan-4-yl]-6-methyl-pyrimidin-2-amine ClC=1C(=CC2=C(OCO2)C1)[C@@H]1COCCCN1C1=NC(=NC(=C1)C)N |r|